OC1=C(C=CC(=C1)O)C(C=CC1=CC(=C(C=C1)OC)CC=C(C)C)=O 1-(2,4-Dihydroxyphenyl)-3-[4-methoxy-3-(3-methylbut-2-enyl)-phenyl]prop-2-en-1-one